C(C1=CC=CC=C1)ON1[C@@H]2CC[C@H](N(C1=O)C2)C(=N)N (2S,5R)-6-(benzyloxy)-7-oxo-1,6-diazabicyclo[3.2.1]octan-2-carboxamidine